ClC1=NNC(C=C1Cl)=O 3,4-dichloro-1H-pyridazin-6-one